1-phenyl-N3-(4-(2-(piperidin-1-yl)ethoxy)phenyl)-1H-1,2,4-triazole-3,5-diamine C1(=CC=CC=C1)N1N=C(N=C1N)NC1=CC=C(C=C1)OCCN1CCCCC1